(1,2,4-thiadiazol-5-yl)-1,4-dihydro-1,8-naphthyridine-3-carboxylic acid S1N=CN=C1N1C=C(CC2=CC=CN=C12)C(=O)O